[Si](C1=CC=CC=C1)(C1=CC=CC=C1)(C(C)(C)C)OCC1N(CC2(CO2)C1)C(=O)[O-] 6-(((tert-butyldiphenylsilyl)oxy)methyl)-1-oxa-5-azaspiro[2.4]heptane-5-carboxylate